FC=1N=C(SC1CN1[C@H](C[C@H](C1)OC1=C2C(=NC=C1)C=NN2C)C)NC(C)=O N-(4-fluoro-5-(((2S,4R)-2-methyl-4-((1-methyl-1H-pyrazolo[4,3-b]pyridin-7-yl)oxy)pyrrolidin-1-yl)methyl)thiazol-2-yl)acetamide